C(C)(C)(C)OC(=O)N1CC(C1)CN1C(C=NC2=CC(=C(C=C12)F)C1=CC(=CC2=CC=CC=C12)O)=O 3-((7-fluoro-6-(3-hydroxynaphthalen-1-yl)-2-oxoquinoxalin-1(2H)-yl)methyl)azetidine-1-carboxylic acid tert-butyl ester